(3S,4R)-3-ethyl-4-((1-methyl-1H-imidazol-5-yl)methyl)dihydrofuran C(C)[C@@H]1COC=C1CC1=CN=CN1C